5-Cyano-2-ethyl-1-(2-(trifluoromethoxy)-4-(3,3,3-trifluoropropyl)phenyl)-1H-imidazole-4-carboxylic Acid C(#N)C1=C(N=C(N1C1=C(C=C(C=C1)CCC(F)(F)F)OC(F)(F)F)CC)C(=O)O